racemic-thioether S=O